6-chloro-N-(5-chloro-1-cyclopropyl-1H-pyrazol-4-yl)-7-[(1S,4S)-5-(oxetan-3-yl)-2,5-diazabicyclo[2.2.1]heptan-2-yl]quinazolin-2-amine ClC=1C=C2C=NC(=NC2=CC1N1[C@@H]2CN([C@H](C1)C2)C2COC2)NC=2C=NN(C2Cl)C2CC2